COC1=C(C=C2C3=C(N(C2=C1)C)C(=NC=C3)C)N3CCN(CC3)C(C)=O 1-(4-(7-methoxy-1,9-dimethyl-9H-pyrido[3,4-b]indol-6-yl)piperazin-1-yl)ethan-1-one